ethyl (6-(4-chlorophenyl)thiazolo[4,5-b]pyrazin-2-yl)carbamate ClC1=CC=C(C=C1)C=1N=C2C(=NC1)N=C(S2)NC(OCC)=O